N1=CN=CC2=C1CCS2=O 6,7-Dihydrothieno[3,2-d]pyrimidine 5-oxide